BrC1=CC=C2C(=N1)C(=CN2)C2CCN(CC2)CC2=CC=CC=C2 5-bromo-3-(1-benzylpiperidin-4-yl)pyrrolo[3,2-b]pyridine